2,3,4,5,6-pentafluorobenzenepropanol FC1=C(C(=C(C(=C1F)F)F)F)CCCO